2-(2-(1-(3,4-difluorophenyl)-6-oxopiperidin-2-yl)-5-(3,5-dimethylisoxazol-4-yl)-1H-benzo[d]imidazol-1-yl)-N-methyl-1H-imidazole-5-carboxamide FC=1C=C(C=CC1F)N1C(CCCC1=O)C1=NC2=C(N1C=1NC(=CN1)C(=O)NC)C=CC(=C2)C=2C(=NOC2C)C